C(CC)=C(C(C)C)CC[C@@H](C)[C@H]1CC[C@H]2[C@@H]3CC=C4C[C@@H](O)CC[C@]4(C)[C@H]3CC[C@]12C 24-Propylidenecholesterol